COC1=CC=C(COC2=NC=CC(=C2)N)C=C1 2-((4-methoxybenzyl)oxy)pyridin-4-amine